bis-(1,2,2,6,6-pentamethyl-4-piperidyl)sebacate CN1C(CC(CC1(C)C)OC(CCCCCCCCC(=O)OC1CC(N(C(C1)(C)C)C)(C)C)=O)(C)C